4,6-bis(4-benzothiazol-2-yl-phenyl)-2-(naphthalen-2-yl)-benzoxazole S1C(=NC2=C1C=CC=C2)C2=CC=C(C=C2)C2=CC(=CC1=C2N=C(O1)C1=CC2=CC=CC=C2C=C1)C1=CC=C(C=C1)C=1SC2=C(N1)C=CC=C2